ClC1=C(C(=O)N2COC3=C(C2)C=CC=C3C3=CC(=C(C(=O)O)C=C3F)N3[C@H]([C@H](C3)OC)C)C(=CC(=C1)C=1C=NN(C1)C)Cl 4-[3-[2,6-Dichloro-4-(1-methylpyrazol-4-yl)benzoyl]-2,4-dihydro-1,3-benzoxazin-8-yl]-5-fluoro-2-[(2S,3S)-3-methoxy-2-methylazetidin-1-yl]benzoic acid